C(C)(=O)N(C1=C(C=C(C=C1)C1=CC=C(C=N1)C(=O)NCC=1C(=NC=CC1)C)C)CC 6-[4-[acetyl-(ethyl)amino]-3-methyl-phenyl]-N-[(2-methyl-3-pyridyl)methyl]pyridine-3-carboxamide